C(#N)C1CC(N(C1C)OC1CCCCCCCCCCC1)=O 4-cyano-1-cyclododecyloxy-5-methyl-pyrrolin-2(3H)-one